(2,2-difluoro-6-nitrobenzo[D][1,3]dioxol-5-yl)(3,5-dimethylphenyl)methanol FC1(OC2=C(O1)C=C(C(=C2)C(O)C2=CC(=CC(=C2)C)C)[N+](=O)[O-])F